methyl 2-(2-(7-(4-acetamidophenyl)-1-oxoisoindolin-2-yl)acrylamido)acrylate C(C)(=O)NC1=CC=C(C=C1)C=1C=CC=C2CN(C(C12)=O)C(C(=O)NC(C(=O)OC)=C)=C